C(C)C=1C=C(C=CC1)C(CO)O 1-(3-Ethylphenyl)-ethylene glycol